2-p-toluenesulfonyloxy-2,4,6-cycloheptatrien-1-one CC1=CC=C(C=C1)S(=O)(=O)OC=1C(C=CC=CC1)=O